C(#N)C(CC=1C(NC2=CC=C(C=C2C1)C)=O)NC(=O)C1C2(C(C2CN1)(C)C)C(C(C(C)(C)C)NC1=NC(=NC=C1)C)=O [3,3-dimethyl-2-(2-methyl-pyrimidin-4-ylamino)-butyryl]-6,6-dimethyl-3-aza-bicyclo[3.1.0]hexane-2-carboxylic acid [1-cyano-2-(6-methyl-2-oxo-1,2-dihydro-quinolin-3-yl)-ethyl]-amide